1-((3aR,4S,6R,6aR)-6-(Hydroxymethyl)-2,2-dimethyltetrahydrofuro[3,4-d][1,3]dioxolan-4-yl)pyrimidine OC[C@H]1O[C@@H]([C@H]2[C@@H]1OC(O2)(C)C)N2CN=CC=C2